C(OC=1C=C2C(=CNC2=CC1)C(C(N(C([2H])([2H])[2H])C([2H])([2H])[2H])[2H])[2H])([2H])([2H])[2H] 2-(5-(methoxy-d3)-1H-indol-3-yl)-N,N-bis(methyl-d3)ethan-1-amine-1,2-d2